2-(3,5,5,6,8,8-hexa-methyl-5,6,7,8-tetrahydronaphthalen-2-yl)-5-phenyl-furan CC=1C(=CC=2C(CC(C(C2C1)(C)C)C)(C)C)C=1OC(=CC1)C1=CC=CC=C1